O=C1C=CN(C2=CC=CC=C12)N(N=CC1=CC=C(C=C1)N1N=CC=C1)C(C)=O (4-oxo-4H-quinolin-1-yl)-acetyl-(4-pyrazol-1-ylbenzylidene)hydrazine